Myristate C(CCCCCCCCCCCCC)(=O)[O-]